2-naphthoate hydrate O.C1=C(C=CC2=CC=CC=C12)C(=O)O